NC=1SC2=C(N1)C(=CC=C2F)C2=C(C=C1C(=NC(=NC1=C2F)OC[C@H]2N(CCC2)C)N2CCNC(C(C2)(F)F)=O)Cl 1-(7-(2-amino-7-fluoro-benzo[d]thiazol-4-yl)-6-chloro-8-fluoro-2-(((S)-1-methylpyrrolidin-2-yl)meth-oxy)quinazolin-4-yl)-6,6-difluoro-1,4-diazepan-5-one